2-([2,2'-Bipyridyl]-6-ylamino)-N-(3-(4-methyl-1H-imidazol-1-yl)-5-(trifluoromethyl)phenyl)thiazole-5-carboxamide N1=C(C=CC=C1NC=1SC(=CN1)C(=O)NC1=CC(=CC(=C1)C(F)(F)F)N1C=NC(=C1)C)C1=NC=CC=C1